N-(2-(3-aminopropoxy)ethyl)-4-((3-(1-(3,3-difluorocyclobutyl)-3-(trifluoromethyl)-1H-pyrazol-4-yl)imidazo[1,2-a]pyrazin-8-yl)amino)-2-ethylbenzamide formate C(=O)O.NCCCOCCNC(C1=C(C=C(C=C1)NC=1C=2N(C=CN1)C(=CN2)C=2C(=NN(C2)C2CC(C2)(F)F)C(F)(F)F)CC)=O